S1C=NC2=C1C(=CC=C2)C2=CC=C(C=C2)[C@H](CO)NC(=O)NC=2N=C(SC2)C#C (R)-1-(1-(4-(Benzo[d]thiazol-7-yl)phenyl)-2-hydroxyethyl)-3-(2-ethynylthiazol-4-yl)urea